C(=O)(N)/N=N/C(=O)N azodicarbamide